CN1C(=NC=C1C=1C=C2C=C(N=CC2=CC1)N)C 6-(1,2-dimethyl-1H-imidazol-5-yl)isoquinolin-3-amine